tert-butyl 7-(allyloxy)-2,2-diphenylbenzo[d][1,3]dioxole-5-carboxylate C(C=C)OC1=CC(=CC2=C1OC(O2)(C2=CC=CC=C2)C2=CC=CC=C2)C(=O)OC(C)(C)C